FC1=C(C=C(C=C1)C1(CC1)N(C(OC)=O)C[C@@H]1NCCOC1)C(F)(F)F methyl (S)-(1-(4-fluoro-3-(trifluoromethyl)phenyl)cyclopropyl)(morpholin-3-ylmethyl)carbamate